2-[2-[[4-[(E)-3-Oxo-3-phenylprop-1-enyl]phenyl]carbamoyl]phenyl]benzoic acid O=C(/C=C/C1=CC=C(C=C1)NC(=O)C1=C(C=CC=C1)C1=C(C(=O)O)C=CC=C1)C1=CC=CC=C1